2-(2-fluoropyridin-3-yl)oxazole-4-carboxylic acid ethyl ester C(C)OC(=O)C=1N=C(OC1)C=1C(=NC=CC1)F